N[C@@H]1CN(CC[C@H]1F)C1=NC2=C(N1CC=1N=CC(=NC1)C(=O)N)C=C(C(=C2)F)F 5-((2-((3r,4r)-3-amino-4-fluoro-1-piperidinyl)-5,6-difluoro-1H-benzoimidazol-1-yl)methyl)-2-pyrazinecarboxamide